4-((1r,4s)-2-azabicyclo[2.2.1]hept-2-yl)aniline [C@@H]12N(C[C@@H](CC1)C2)C2=CC=C(N)C=C2